1-propoxyphenyltriethoxysilane C(CC)OC1(CC=CC=C1)[Si](OCC)(OCC)OCC